t-butoxyphenyl-triacetoxysilane C(C)(C)(C)OCC(=O)O[Si](OC(C)=O)(OC(C)=O)C1=CC=CC=C1